CN1C=2C3=C(C=CN3C(CC1C)=O)N=C(N2)NCC=2C=NN(C2)CC(F)(F)F 6,7-Dimethyl-4-(((1-(2,2,2-trifluoroethyl)-1H-pyrazol-4-yl)methyl)amino)-7,8-dihydro-3,5,6,9a-Tetraazabenzo[cd]azulene-9(6H)-one